O1N=C(C=C1)C=1C(=NC(=NC1)O)O 5-(isoxazol-3-yl)pyrimidine-2,4-diol